6-bromo-1-(6-fluoro-2-hydrazineylidene-1,2-dihydroquinazolin-4-yl)-2,3,4,5-tetrahydro-1H-pyrido[3,4-b]azepine BrC1=CN=CC=2N(CCCCC21)C2=NC(NC1=CC=C(C=C21)F)=NN